2-(8-ethyl-3-(methoxy-methoxy)naphthalen-1-yl)-4,4,5,5-tetramethyl-1,3,2-dioxaborolane C(C)C=1C=CC=C2C=C(C=C(C12)B1OC(C(O1)(C)C)(C)C)OCOC